CNCCCCCCC N-methyl-heptyl-amine